The molecule is an arsenic oxoacid consisting of three hydroxy groups attached to a central arsenic atom. It is a conjugate acid of an arsenite(1-). O[As](O)O